dimethyl-(fluoro)(vinyl)silane C[Si](C=C)(F)C